2-{[8-(4-amino-3-methoxyphenyl)-3-oxo-1H,2H,3H-benzo[e]isoindol-2-yl]methyl}prop-2-enamide NC1=C(C=C(C=C1)C=1C=CC2=C(C=3CN(C(C3C=C2)=O)CC(C(=O)N)=C)C1)OC